COC([C@H](CC(=O)O)NS(=O)(=O)C1=CC=CC=C1)=O (S)-4-methoxy-4-oxo-3-(phenylsulfonamido)butanoic acid